(3-chloro-6-methoxypyridin-2-yl)(3-{[2-(5-chloropyridin-2-yl)imidazo[1,2-a]pyridin-3-yl]methyl}-3,9-diazabicyclo[4.2.1]non-9-yl)methanone ClC=1C(=NC(=CC1)OC)C(=O)N1C2CN(CCC1CC2)CC2=C(N=C1N2C=CC=C1)C1=NC=C(C=C1)Cl